CNC(O[C@@H]1CC[C@H](CC1)C(N(C[C@@H]1CC[C@H](CC1)C=1C=NC(=CC1)N(C)C)C1=CC(=CC=C1)C1=CN=C(S1)C1CC1)=O)=O trans-4-((3-(2-Cyclopropylthiazol-5-yl)phenyl)((trans-4-(6-(dimethylamino)pyridin-3-yl)cyclohexyl)methyl)carbamoyl)cyclohexyl methylcarbamate